ClC1=C(C=C(C=C1)NC(=O)N1[C@@H]2CC[C@H]1CC=1N=C(N=CC12)C1=CC=CC=C1)C(F)(F)F (5R,8S)-N-(4-chloro-3-(trifluoromethyl)phenyl)-2-phenyl-6,7,8,9-tetrahydro-5H-5,8-epiminocyclohepta[d]pyrimidine-10-carboxamide